oleic acid Potassium [K].C(CCCCCCC\C=C/CCCCCCCC)(=O)O